cyclohexane ethyl-acetate C(C)OC(C)=O.C1CCCCC1